C(=O)(OCC1=CC=CC=C1)N[C@@H](COC(C)(C)C)C(=O)O Cbz-O-tert-butylserine